ClC1=C(C=CC(=C1)Cl)C(=O)N1C2CN(C(C1)C2)C2=NC=C(C=C2)C2=NOC(=N2)C(F)(F)F (2,4-dichlorophenyl)(5-(5-(5-(trifluoromethyl)-1,2,4-oxadiazol-3-yl)pyridin-2-yl)-2,5-diazabicyclo[2.2.1]heptan-2-yl)methanone